FC=1C(=CC=2C3=C(NC(C2C1)=O)COCC3N(C(C3=CC(=CC=C3)C(C)(C)O)=O)C)F N-(8,9-difluoro-6-oxo-1,4,5,6-tetrahydro-2H-pyrano[3,4-c]isoquinolin-1-yl)-3-(2-hydroxypropan-2-yl)-N-methylbenzamide